N-(cyclohexylmethyl)-8-fluoro-6-hydroxy-7-(1,1,4-trioxo-1λ6,2,5-thiadiazolidin-2-yl)-3,4-dihydroisoquinoline-2(1H)-carboxamide C1(CCCCC1)CNC(=O)N1CC2=C(C(=C(C=C2CC1)O)N1S(NC(C1)=O)(=O)=O)F